NC(C(=O)O)CC(=O)C1=C(C=CC=C1)NC 2-amino-4-(2-(methylamino)phenyl)-4-oxobutanoic acid